CC1=C(C=CC(=C1)C1=CC=NC2=CC(=CC=C12)OC)O 2-Methyl-4-(7-methoxy-4-quinolinyl)-phenol